(1-(3-(2-methoxyethyl)-7-morpholino-3H-imidazo[4,5-b]pyridin-5-yl)-3-(m-tolyl)-1H-1,2,4-triazol-5-yl)methanol COCCN1C=NC=2C1=NC(=CC2N2CCOCC2)N2N=C(N=C2CO)C=2C=C(C=CC2)C